C(C1=CC=CC=C1)N1C(SC(=C1C)CCO)Cl 3-benzyl-5-(2-hydroxyethyl)-4-methylchlorothiazole